3,4-dimethyl-1H-pyrrole-2-carbaldehyde CC1=C(NC=C1C)C=O